FC1(OC2=C(O1)C=CC(=C2)O)F 2,2-difluorobenzo[d][1,3]dioxolan-5-ol